N-(4-((R)-2-(3-chloro-4-fluorophenyl)propyl)-6-(((R)-1-hydroxy-4-methylpent-2-yl)amino)-1,3,5-triazin-2-yl)methanesulfonamide ClC=1C=C(C=CC1F)[C@@H](CC1=NC(=NC(=N1)N[C@@H](CO)CC(C)C)NS(=O)(=O)C)C